2-[(5-methyl-1,2-Oxazol-3-yl)methyl]-1H-imidazo[4,5-c]Quinoline CC1=CC(=NO1)CC=1NC2=C(C=NC=3C=CC=CC23)N1